(E)-1-[4-[(17-Ethyl-10,13-dimethyl-2,3,4,5,6,7,8,9,11,12,14,15,16,17-tetradecahydro-1H-cyclopenta[a]phenanthren-3-yl)oxy]phenyl]-3-(4-hydroxyphenyl)prop-2-en-1-one C(C)C1CCC2C3CCC4CC(CCC4(C3CCC12C)C)OC1=CC=C(C=C1)C(\C=C\C1=CC=C(C=C1)O)=O